tert-butyl (3S)-3-[(1R)-2-[[4-(cyclobutylamino)pyridine-2-carbonyl]amino]-1-hydroxy-ethyl]-7-[(4-methyloxazol-5-yl)methoxy]-3,4-dihydro-1H-isoquinoline-2-carboxylate C1(CCC1)NC1=CC(=NC=C1)C(=O)NC[C@@H](O)[C@H]1N(CC2=CC(=CC=C2C1)OCC1=C(N=CO1)C)C(=O)OC(C)(C)C